4-(5-cyclopropyl-4-((4-methoxybenzyl)oxy)pyrimidin-2-yl)cyclopent-2-en-1-one C1(CC1)C=1C(=NC(=NC1)C1C=CC(C1)=O)OCC1=CC=C(C=C1)OC